FC1(CCN(CC1)C=1C=2N(C=C(C1)NC(C1=C(C=C(C=C1)I)N1CCC3(CC3)CC1)=O)C=NN2)F N-(8-(4,4-difluoropiperidin-1-yl)-[1,2,4]triazolo[4,3-a]pyridin-6-yl)-4-iodo-2-(6-Azaspiro[2.5]oct-6-yl)benzamide